N-[(2S,3R)-4,4-difluoro-2-[(2-fluoro-3'-methyl[1,1'-biphenyl]-3-yl)methyl]-1-(1-hydroxycyclobutane-1-carbonyl)pyrrolidin-3-yl]cyclopropanesulfonamide FC1([C@@H]([C@@H](N(C1)C(=O)C1(CCC1)O)CC=1C(=C(C=CC1)C1=CC(=CC=C1)C)F)NS(=O)(=O)C1CC1)F